NC1=C(OCCO)C=CC(=C1)N 2-(2,4-diaminophenoxy)ethanol